((2S,5R)-5-(5-((2,4-dimethoxybenzyl)amino)-7,9-difluoro-[1,2,4]triazolo[1,5-c]quinazolin-2-yl)-2-methylpiperidin-1-yl)(4-(1-hydroxycyclopropyl)phenyl)methanone COC1=C(CNC2=NC=3C(=CC(=CC3C=3N2N=C(N3)[C@@H]3CC[C@@H](N(C3)C(=O)C3=CC=C(C=C3)C3(CC3)O)C)F)F)C=CC(=C1)OC